C(C)(C)C1=NC(=NO1)NCC1=C(N=NN1C)C1=CC=C(C(=N1)C)O[C@@H]1C[C@H](CCC1)C(=O)O (1S,3S)-3-((6-(5-(((5-Isopropyl-1,2,4-oxadiazol-3-yl)amino)methyl)-1-methyl-1H-1,2,3-triazol-4-yl)-2-methylpyridin-3-yl)oxy)cyclohexane-1-carboxylic acid